NC=1N=CC=2C(C3=C(NC2C1)C(N1C(=C3C)C(NC13CCCCC3)=O)=O)=O 8'-Amino-12'-methyl-2'H-spiro[cyclohexane-1,3'-imidazo[1',5':1,6]pyrido[3,4-b][1,6]naphthyridine]-1',5',11'(6'H)-trione